3-(2,6-difluorophenyl)-1-((1-(2-morpholino-2-oxoethyl)-1H-pyrazol-4-yl)amino)-6,7-dihydroimidazo[1,5-a]pyrazin-8(5H)-one FC1=C(C(=CC=C1)F)C1=NC(=C2N1CCNC2=O)NC=2C=NN(C2)CC(=O)N2CCOCC2